BrC1=CC=C(C(=N1)C)N1C(NC2=C1C(=CC=C2)C)=O 3-(6-bromo-2-methyl-3-pyridyl)-4-methyl-1H-benzimidazol-2-one